4,4',4'-tris[2-naphthyl(phenyl)amino]triphenylamine C1=CC=C(C=C1)N(C2=CC=C(C=C2)N(C3=CC=C(C=C3)N(C4=CC=CC=C4)C5=CC6=CC=CC=C6C=C5)C7=CC=C(C=C7)N(C8=CC=CC=C8)C9=CC1=CC=CC=C1C=C9)C1=CC2=CC=CC=C2C=C1